digallium trisulfide [S-2].[S-2].[S-2].[Ga+3].[Ga+3]